(R)-(2Z)-2-[2-fluoro-4-methyl-5-(2,2,2-trifluoroethylsulfinyl)phenyl]imino-3-(2,2,2-trifluoroethyl)thiazolidin-4-one FC1=C(C=C(C(=C1)C)[S@](=O)CC(F)(F)F)\N=C\1/SCC(N1CC(F)(F)F)=O